4-[(3S)-3-hydroxypyrrolidin-1-yl]-8,14-dioxa-10,19,20-triazatetracyclo[13.5.2.12,6.018,21]tricosa-1(20),2,4,6(23),15,17,21-heptaen-9-one O[C@@H]1CN(CC1)C=1C=C2C3=NNC4=CC=C(OCCCNC(OCC(C1)=C2)=O)C=C34